1,4-dioxazolone O1NC(OC1)=O